(R)-2-amino-2-methylheptan-1-ol N[C@@](CO)(CCCCC)C